methyl 2-(5-bromo-4H-1,2,4-triazol-3-yl)-2-(4,4-difluorocyclohexyl)acetate BrC=1NC(=NN1)C(C(=O)OC)C1CCC(CC1)(F)F